4,6-dimethoxy-2-(phenoxycarbonyl)-aminopyrimidine COC1=NC(=NC(=C1N)OC)C(=O)OC1=CC=CC=C1